caproic acid choline salt OCC[N+](C)(C)C.C(CCCCC)(=O)[O-]